C(CCCCCCCCCC)C1OC2(C(N1)=O)CC(NC(C2)(C)C)(C)C 2-undecyl-7,7,9,9-tetramethyl-1-oxa-3,8-diaza-4-oxo-spiro[4.5]-decane